FC=1C(=C(C=CC1)NC1=C2C(=NC(=C1)NC=1N=NC(=CC1)C)NN(C2=O)C)OC 4-((3-fluoro-2-methoxyphenyl)amino)-2-methyl-6-((6-methylpyridazin-3-yl)amino)-1,2-dihydro-3H-pyrazolo[3,4-b]pyridin-3-one